N-(4-chloro-3-fluorophenyl)-N-{4-[2-(2-chlorophenyl)acetylamino]pyridin-2-yl}acetamide ClC1=C(C=C(C=C1)N(C(C)=O)C1=NC=CC(=C1)NC(CC1=C(C=CC=C1)Cl)=O)F